(5S,8S)-N-(2,4-dichloro-benzyl)-3,5-difluoro-8-hydroxy-5,6,7,8-tetrahydro-quinoline-5-carboxamide ClC1=C(CNC(=O)[C@]2(C=3C=C(C=NC3[C@H](CC2)O)F)F)C=CC(=C1)Cl